5-methoxy-1,3-phenylenebismaleimide benzyl-[(2R)-6-(benzyloxy)-8-fluoro-7-(1,1,4-trioxo-1λ6,2,5-thiadiazolidin-2-yl)-1,2,3,4-tetrahydronaphthalen-2-yl](3-methylbutyl)carbamate C(C1=CC=CC=C1)OC(N(CCC(C)C)[C@H]1CC2=C(C(=C(C=C2CC1)OCC1=CC=CC=C1)N1S(NC(C1)=O)(=O)=O)F)=O.COC=1C=C(C=C(C1)C=1C(=O)NC(C1)=O)C=1C(=O)NC(C1)=O